N-((4S,5S)-3-((S)-2-cyanopyrrolidine-1-carbonyl)-7-ethyl-4-(4-fluorophenyl)-1-(3-hydroxyphenyl)-6-oxo-4,5,6,7-tetrahydro-1H-pyrazolo[3,4-b]pyridin-5-yl)-3-(trifluoromethyl)benzamide C(#N)[C@H]1N(CCC1)C(=O)C1=NN(C=2N(C([C@H]([C@H](C21)C2=CC=C(C=C2)F)NC(C2=CC(=CC=C2)C(F)(F)F)=O)=O)CC)C2=CC(=CC=C2)O